C(C1=CC=CC=C1)OC1=C(C(=C(C(=O)OCOC)C(=C1)C)C)Br methoxymethyl 4-(benzyloxy)-3-bromo-2,6-dimethylbenzoate